tellurium-selenium-zinc [Zn].[Se].[Te]